di-tert-butyl ((S,E)-4-((S)-2-amino-N,3,3-trimethylbutanamido)-2,5-dimethylhex-2-enoyl)-D-glutamate N[C@H](C(=O)N(C)[C@H](/C=C(/C(=O)N[C@H](CCC(=O)OC(C)(C)C)C(=O)OC(C)(C)C)\C)C(C)C)C(C)(C)C